FC1=CC(=NC=C1OC)COC=1C=C2CN(C(C2=CC1)=O)C1=NN(C(C=C1)=O)C 5-[(4-Fluoro-5-methoxypyridin-2-yl)methoxy]-2-(1-methyl-6-oxo-1,6-dihydropyridazin-3-yl)-2,3-dihydro-1H-isoindol-1-one